8-((5-methylthiophene-3-yl)sulfonyl)-3-morpholino-1-oxa-8-azaspiro[4.5]decane CC1=CC(=CS1)S(=O)(=O)N1CCC2(CC(CO2)N2CCOCC2)CC1